O=C([C@H](C[C@H]1C(NCC1)=O)NC(=O)[C@H]1N(CC2(CC2)C1)C([C@H](C(F)(F)F)O)=O)COC(F)(F)F (S)-N-((S)-3-oxo-1-((S)-2-oxopyrrolidin-3-yl)-4-(trifluoromethoxy)butan-2-yl)-5-((R)-3,3,3-trifluoro-2-hydroxypropanoyl)-5-azaspiro[2.4]-heptane-6-carboxamide